COC(CC1(OC=CC=CO1)CC1=C(C=CC(=C1)Cl)[N+](=O)[O-])=O [2-(5-chloro-2-nitrobenzyl)-1,3-dioxepin-2-yl]Acetic acid methyl ester